N=1N2C(C=NC1)=CC=C2C(=O)N pyrrolo[2,1-f][1,2,4]triazin-7-carboxamid